4-isothiocyanato-2-(pentafluoro-λ6-sulfaneyl)benzonitrile N(=C=S)C1=CC(=C(C#N)C=C1)S(F)(F)(F)(F)F